2-(trimethylsiloxy)cyclooctanone C[Si](OC1C(CCCCCC1)=O)(C)C